FC=1C=CC(=NC1)C1=NN(C=C1C1=C2C(=NC=C1)SC=C2)C 4-[3-(5-fluoro-2-pyridinyl)-1-methyl-pyrazol-4-yl]thieno[2,3-b]pyridine